C1=C(NN=C1)N AMINOPYRAZOL